trans-1-(bromomethyl)-4-methoxycyclohexane BrC[C@@H]1CC[C@H](CC1)OC